N1=NN=C(C=C1)O triazin-4-ol